C1(=CC=CC=2C3=CC=CC=C3NC12)C1=C(C(=C2C=3C(=C(C(=C(C3NC2=C1)C1=C(C=CC=C1)N(C1=CC=CC=C1)C1=CC=CC=C1)C1=C(C=CC=C1)N(C1=CC=CC=C1)C1=CC=CC=C1)C1=CC=CC=C1)F)C)C carbazolyldimethylfluorophenylbis[(diphenylamino)phenyl]carbazole